C(C)(C)(C)C1(N(CCN(C1)C1CC1)C(=O)OC(C1=NN=CN1C)C1=CC(=CC(=C1)Br)OCC1=CC=CC=C1)C(=O)O (3-(benzyloxy)-5-bromophenyl)(4-methyl-4H-1,2,4-triazol-3-yl)methanol 1-tert-butyl-4-cyclopropylpiperazine-1,2-dicarboxylate